(S)-N-[1-(7,8-difluoro-1-methoxy-4-isoquinolinyl)ethyl]-2-methyl-propane-2-sulfinamide FC1=CC=C2C(=CN=C(C2=C1F)OC)C(C)N[S@@](=O)C(C)(C)C